CS(=O)(=O)N1C=C(C=C1)C(=O)N1[C@@H](CC1)C(=O)NC=1SC=C(N1)C1=CC(=CC=C1)C1=CSC=C1 (S)-1-(1-(methylsulfonyl)-1H-pyrrole-3-carbonyl)-N-(4-(3-(thiophen-3-yl)phenyl)thiazol-2-yl)azetidine-2-carboxamide